(1R,5S)-3-(2-chloro-6-methylpyrimidin-4-yl)-3,8-diazabicyclo[3.2.1]octane-8-carboxylic acid tert-butyl ester C(C)(C)(C)OC(=O)N1[C@H]2CN(C[C@@H]1CC2)C2=NC(=NC(=C2)C)Cl